methyl (3S)-3-(4-bromo-6-chloropyridin-2-yl)-3-(2-(5-(2-(dimethylamino)ethyl)-2-oxo-4-(trifluoromethyl)pyridin-1(2H)-yl)-4-methylpentanamido)propanoate BrC1=CC(=NC(=C1)Cl)[C@H](CC(=O)OC)NC(C(CC(C)C)N1C(C=C(C(=C1)CCN(C)C)C(F)(F)F)=O)=O